[phenyl(biphenylyl)triazinyl][(biphenylyl)dibenzoselenophenyl]biphenyl C1(=CC=CC=C1)C1=C(C(=NN=N1)C=1C(=C(C=CC1)C1=CC=CC=C1)C1=C(C=CC=2[Se]C3=C(C21)C=CC=C3)C3=C(C=CC=C3)C3=CC=CC=C3)C3=C(C=CC=C3)C3=CC=CC=C3